BrC1=C(C(=CC=C1)Cl)NC(=O)C=1C(=NC(=NC1)NC1=CC(=C(C=C1)[C@H]1CNCCC1)C)OC (S)-N-(2-bromo-6-chlorophenyl)-4-methoxy-2-((3-methyl-4-(piperidin-3-yl)phenyl)amino)pyrimidine-5-carboxamide